OC1=C(C(=CC(=C1)C)C)C(CC(=O)[O-])(C)C 3-(2-hydroxy-4,6-dimethylphenyl)-3,3-dimethylpropionate